N-((1s,4s)-4-((7-Morpholino-1,6-naphthyridin-5-yl)oxy)cyclohexyl)furan-2-carboxamide O1CCN(CC1)C1=NC(=C2C=CC=NC2=C1)OC1CCC(CC1)NC(=O)C=1OC=CC1